2-isopropyl-4-methyltetrahydro-2H-pyran C(C)(C)C1OCCC(C1)C